5-((1-(tert-butyl)-3-(3-((4-(tert-butyl)-1-methyl-1H-pyrazol-5-yl)oxy)cyclopentyl)-1H-pyrazol-5-yl)amino)-4-fluoro-2-(4-methoxybenzyl)-2,3-dihydrobenzo[d]isothiazole 1,1-dioxide C(C)(C)(C)N1N=C(C=C1NC=1C=CC2=C(CN(S2(=O)=O)CC2=CC=C(C=C2)OC)C1F)C1CC(CC1)OC1=C(C=NN1C)C(C)(C)C